6,7-dihydro-4H-pyrazolo[4,3-c]pyridin N1N=CC=2CNCCC21